1H-benzotriazol-4-ylboronic acid N1N=NC2=C1C=CC=C2B(O)O